C(N)(=O)C1=CC(=NC=C1)C1=CC(CC1)C(=O)OC methyl 3-(4-carbamoyl-2-pyridyl)cyclopent-2-ene-1-carboxylate